5-oxo-1H-1,2,4-triazole-1-carboxamide O=C1N=CNN1C(=O)N